methyl 2,5-bis(4,4,5,5-tetramethyl-1,3,2-dioxaborolan-2-yl)benzoate CC1(OB(OC1(C)C)C1=C(C(=O)OC)C=C(C=C1)B1OC(C(O1)(C)C)(C)C)C